C(C)(C)N(P(OC1COC(C1OC)N1C2=NC=NC(=C2N=C1)N(CC)C(C1=CC=CC=C1)=O)OCCC#N)C(C)C 5-(6-(N-ethylbenzoylamino)-9H-purin-9-yl)-4-methoxytetrahydrofuran-3-yl (2-cyanoethyl) diisopropylphosphoramidite